FC(OC1=CC=C(C=C1)C1=C(N=NC(=C1)N)N(C)C1=NC(=NC=C1F)N1C[C@H](O[C@H](C1)C)C)F 4-(4-(difluoromethoxy)phenyl)-N-(2-((2R,6S)-2,6-dimethylmorpholino)-5-fluoropyrimidin-4-yl)-N3-methylpyridazine-3,6-diamine